C(C)(=O)NCCCC(=O)[O-] 4-ACETAMIDOBUTANOATE